C1(=CC=CC=C1)C(=C(C1=CC=CC=C1)C1=CC=CC=C1)C1=CC=C(S1)C(CC=C)N 1-(5-(1,2,2-triphenylvinyl)thiophene-2-yl)but-3-ene-1-amine